O1C2=C(OCC1)C=C(C=C2)C(C)N2C[C@@H](N(C[C@H]2C)C=2C1=C(N(C(C2F)=O)C)N(C(=N1)CC#N)C)C 2-(7-((2S,5R)-4-(1-(2,3-dihydrobenzo[b][1,4]dioxin-6-yl)ethyl)-2,5-dimethylpiperazin-1-yl)-6-fluoro-3,4-dimethyl-5-oxo-4,5-dihydro-3H-imidazo[4,5-b]pyridin-2-yl)acetonitrile